ClC1=NC=C(C(=C1)N1N=CC(=C1C(F)(F)F)C(=O)OCC)C ethyl 1-(2-chloro-5-methylpyridin-4-yl)-5-(trifluoromethyl)-1H-pyrazole-4-carboxylate